BrC=1C2=C(C(N(C1)CCCC)=O)N(C=C2)S(=O)(=O)C2=CC=C(C)C=C2 4-bromo-6-butyl-1-(p-toluenesulfonyl)pyrrolo[2,3-c]pyridin-7-one